ethyl 5-((3-((2-ethylhexyl)oxy)-3-oxopropyl)thio)-2-methylbenzofuran-3-carboxylate C(C)C(COC(CCSC=1C=CC2=C(C(=C(O2)C)C(=O)OCC)C1)=O)CCCC